ClC=1C=NC=C(C1[C@@H](C)OC=1C=C2C(=NNC2=CC1F)C=1C=C(C(=NC1)N1CC(C1)(C)N1CCOCC1)F)Cl (R)-4-(1-(5-(5-(1-(3,5-Dichloropyridin-4-yl)ethoxy)-6-fluoro-1H-indazol-3-yl)-3-fluoropyridin-2-yl)-3-methylazetidin-3-yl)morpholine